4,6-difluoro-5-iodo-2-(trifluoromethyl)-1H-1,3-benzodiazole FC1=C(C(=CC=2NC(=NC21)C(F)(F)F)F)I